C(C)C1NCCN(CC1)C1=NC=CC(=N1)NC1=CC=C(C=C1)C1=CC=NC=C1 2-(5-ethyl-1,4-diazepan-1-yl)-N-(4-(pyridin-4-yl)phenyl)pyrimidin-4-amine